N-{1-[6-methoxy-5-(3-methoxypropoxy)pyridin-3-yl]-2,3-dimethylbutan-2-yl}acetamide COC1=C(C=C(C=N1)CC(C(C)C)(C)NC(C)=O)OCCCOC